(S)-3-(4-chlorophenyl)-4-(tetrahydro-2H-pyran-4-carbonyl)-2,3,4,5-tetrahydrobenzo[f][1,4]oxazepine-8-carboxylic acid methyl ester COC(=O)C1=CC2=C(CN([C@H](CO2)C2=CC=C(C=C2)Cl)C(=O)C2CCOCC2)C=C1